C(#N)N1CC(CC1)C(=O)NC=1C=NC(=NC1)C1=CC=CC=C1 1-cyano-N-(2-phenyl-pyrimidin-5-yl)pyrrolidine-3-carboxamide